FC=1C=2N(C=CC1)N=C(C2)[C@H]2N(CCC1=C2N=CN1)C1=NC=C(C(=N1)C)C(=O)N1CCCCC1 (S)-(2-(4-(4-fluoropyrazolo[1,5-a]pyridin-2-yl)-1,4,6,7-tetrahydro-5H-imidazo[4,5-c]pyridin-5-yl)-4-methylpyrimidin-5-yl)(piperidin-1-yl)methanone